ClC=1C=C2C(=NC(=NC2=C(C1C1=CC(=CC2=CC=CC=C12)OCOC)F)CCCCN(C)C)N1C[C@H]2CC[C@@H](C1)N2C(=O)OC(C)(C)C tert-butyl (1R,5S)-3-((R or S)-6-chloro-2-(4-(dimethylamino)butyl)-8-fluoro-7-(3-(methoxymethoxy)naphthalen-1-yl)quinazolin-4-yl)-3,8-diazabicyclo[3.2.1]octane-8-carboxylate